2-ethylhexyl-4,6-dibromo-3-fluorothieno[3,4-b]thiophene-2-carboxylate C(C)C(COC(=O)C1=C(C=2C(S1)=C(SC2Br)Br)F)CCCC